t-butyl-3,3,5-trimethylcyclohexanoate C(C)(C)(C)OC(=O)C1CC(CC(C1)C)(C)C